hexadecenal CCCCCCCCCCCCC/C=C/C=O